5-((1-(tert-butoxycarbonyl)azetidin-2-yl)methoxy)-2-fluorobenzoic acid C(C)(C)(C)OC(=O)N1C(CC1)COC=1C=CC(=C(C(=O)O)C1)F